C(CC\C=C/CCCCC)OC(CCCCCC(=O)O)=O 7-[(Z)-dec-4-enoxy]-7-oxo-heptanoic acid